CN(C)CCN1N=NC(=C1)COC1=CC2=C(C=C1)OCO2 1-[2-(N,N-dimethylamino)ethyl]-4-[(3,4-methylendioxyphenoxy)methyl]-1H-1,2,3-triazole